6,6'-((ethane-1,2-diylbis((carboxymethyl)-azanediyl))bis(methylene))-dipicolinic acid C(CN(CC(=O)O)CC1=CC=CC(=N1)C(=O)O)N(CC(=O)O)CC1=CC=CC(=N1)C(=O)O